1-[1-[6-(3-cyclopropyl-1,2,4-triazol-1-yl)-2-azaspiro[3.3]heptane-2-carbonyl]azetidin-3-yl]-N-(2,2,2-trifluoroethyl)pyrazole-4-carboxamide C1(CC1)C1=NN(C=N1)C1CC2(CN(C2)C(=O)N2CC(C2)N2N=CC(=C2)C(=O)NCC(F)(F)F)C1